5-methyl-1,5-dihydro-3-(prop-1-yn-1-yl)-4H-pyrazolo[3,4-d]Pyrimidin-4-one CN1C=NC2=C(C1=O)C(=NN2)C#CC